N(=[N+]=[N-])C1=CC=C(C=C1)CCCC(=O)ON1C(C(CC1=O)S(=O)(=O)O)=O sulfosuccinimidyl 4-(p-azidophenyl)butyrate